di-n-eicosyl-cyclohexane tert-butyl-(2S,4R)-4-hydroxy-2-[[(1S)-1-[4-(4-methyl-1,3-thiazol-5-yl)phenyl]ethyl]carbamoyl]pyrrolidine-1-carboxylate C(C)(C)(C)OC(=O)N1[C@@H](C[C@H](C1)O)C(N[C@@H](C)C1=CC=C(C=C1)C1=C(N=CS1)C)=O.C(CCCCCCCCCCCCCCCCCCC)C1(CCCCC1)CCCCCCCCCCCCCCCCCCCC